BrC=1C(=C(C=2N(C1)N=C(N2)Cl)C)C 6-bromo-2-chloro-7,8-dimethyl-[1,2,4]triazolo[1,5-a]pyridine